OC=1C(=NC=CC1NC1=C(C(C1=O)=O)N[C@H](C1(CCCC1)C)C1=NC=C(C=C1C)C(F)(F)F)C(=O)N(C)C (R)-3-hydroxy-N,N-dimethyl-4-((2-(((3-methyl-5-(trifluoromethyl)pyridin-2-yl)(1-methylcyclopentyl)methyl)amino)-3,4-dioxocyclobut-1-en-1-yl)amino)picolinamide